butyl-1-butyl sulfone C(CCC)S(=O)(=O)CCCC